N(=O)N1CN(CN(C1)N=O)N=O hexahydro-1,3,5-trinitroso-1,3,5-triazine